azetidin-3-ylmethanol hydrochloride Cl.N1CC(C1)CO